CC1C(NC2=CN(N=C2C=2C=CN=C(CCCC1)C2)C=2C=NNC(C2)=O)=O 9-methyl-4-(6-oxo-1,6-dihydropyridazin-4-yl)-3,4,7,15-tetraazatricyclo[12.3.1.02,6]Octadec-1(18),2,5,14,16-pentaen-8-one